CN(CCCNC(C1=CC(=CC=C1)C1=NC(=CN=C1)C1=CC=C(C=C1)OC)=O)C N-[3-(dimethylamino)propyl]-3-[6-(4-methoxyphenyl)pyrazin-2-yl]benzamide